tert-butyl (2S)-2-ethynylmorpholin-4-ylcarboxylate C(#C)[C@H]1CN(CCO1)C(=O)OC(C)(C)C